4-((2-chloro-6-methoxy-7H-purin-7-yl)methyl)benzoic acid methyl ester COC(C1=CC=C(C=C1)CN1C=NC2=NC(=NC(=C12)OC)Cl)=O